FC1=CC=C(C=C1)C(N1C[C@@H](N(C[C@H]1C)C1=CC(N(C=2C=CC(=NC12)C#N)C)=O)C)C1=NC=C(C=C1)C 8-((2s,5r)-4-((4-fluorophenyl)(5-methylpyridin-2-yl)methyl)-2,5-dimethylpiperazin-1-yl)-5-methyl-6-oxo-5,6-dihydro-1,5-naphthyridine-2-carbonitrile